C(CCCCCCCC)N(CCN(CC(=O)N1CC(CC1)CCN(CCCCCCCCC)CCCCCCCCC)CCCCCCCCC)CCCCCCCCC 2-((2-(Dinonylamino)ethyl)(nonyl)amino)-1-(3-(2-(dinonylamino)ethyl)pyrrolidin-1-yl)ethan-1-one